COC(NC=1C=CC=2C=3C=CN=C(C(CCCC[C@H](NC2C1)C(F)(F)F)NC(\C=C\C1=C(C=CC(=C1)Cl)N1N=NN=C1)=O)C3)=O {(S)-14-[(E)-3-(5-Chloro-2-tetrazol-1-yl-phenyl)-acryloylamino]-9-trifluoromethyl-8,16-diaza-tricyclo[13.3.1.02,7]nonadeca-1(19),2(7),3,5,15,17-hexaen-5-yl}-carbamic Acid methyl ester